C(C(C)C)C1=C(C=C(COC2=CC=3C4=C(NC3C=C2)C(CC4)CC(=O)O)C=C1)C(F)(F)F 2-(7-(4-isobutyl-3-(trifluoromethyl)benzyloxy)-1,2,3,4-tetrahydrocyclopenta[b]indol-3-yl)acetic acid